rel-3-(5-(difluoromethyl)-1,3,4-thiadiazol-2-yl)-8-((2S,5R)-5-ethyl-2-(hydroxymethyl)morpholino)-N-(1-methylcyclopropyl)imidazo[1,2-a]pyridine-6-sulfonamide FC(C1=NN=C(S1)C1=CN=C2N1C=C(C=C2N2C[C@H](OC[C@H]2CC)CO)S(=O)(=O)NC2(CC2)C)F |o1:18,21|